tert-butyl-(3S)-4-(6-chloro-7-(2-fluoro-6-(vinyl-2,2-d2)phenyl)-1-(2-isopropyl-4-methylpyridin-3-yl)-2-oxo-1,2-dihydropyrido[2,3-d]pyrimidin-4-yl)-3-methylpiperazine-1-carboxylic acid C(C)(C)(C)C1N(CCN([C@H]1C)C=1C2=C(N(C(N1)=O)C=1C(=NC=CC1C)C(C)C)N=C(C(=C2)Cl)C2=C(C=CC=C2C=C([2H])[2H])F)C(=O)O